(R)-4-((1-(2,3-dihydrobenzo[b][1,4]dioxin-6-yl)propan-2-yl)amino)-4-oxobutyl nitrate [N+](=O)(OCCCC(=O)N[C@@H](CC1=CC2=C(OCCO2)C=C1)C)[O-]